6-bromo-4-[[2-(5-fluoro-2-pyridinyl)-2-methoxy-ethyl]amino]pyrazolo[1,5-a]pyridine-3-carbonitrile BrC=1C=C(C=2N(C1)N=CC2C#N)NCC(OC)C2=NC=C(C=C2)F